COC1=C(C=CC=C1)C(CBr)=O o-methoxy-α-bromoacetophenone